8-Fluoronaphthalen-1-ol FC=1C=CC=C2C=CC=C(C12)O